CC1(CCC=2C1=NC1=C(C2NC(=O)N=[S@@](=O)(N)C2=C(N=C(S2)C(C)(C)O)CO)CCC1)C (S)-N'-((3,3-dimethyl-1,2,3,5,6,7-hexahydrodicyclopenta[b,e]pyridin-8-yl)carbamoyl)-4-(hydroxymethyl)-2-(2-hydroxypropan-2-yl)thiazole-5-sulfonimidamide